NC=1C2=C(N=CN1)C(=NC(=C2)C(F)F)C=2C(=C(C=CC2C)O)C (R)-3-(4-amino-6-(difluoromethyl)pyrido[3,4-d]pyrimidin-8-yl)-2,4-dimethylphenol